COC1=CC=C(C(=O)NC2=CC(=NN2C)C2=CC=C(C=C2)NC(OC(C)(C)C)=O)C=C1 tert-butyl (4-(5-(4-methoxybenzamido)-1-methyl-1H-pyrazol-3-yl)phenyl)carbamate